FC(C(/C(=C(\C(C(C(C(C(F)(F)F)(F)F)(F)F)(F)F)(F)F)/C(C(C(F)(F)F)(F)F)(F)F)/F)(F)F)(F)F Z-1,1,1,2,2,3,5,5,6,6,7,7,8,8,9,9,9-heptadecafluoro-4-(perfluoropropyl)-3-nonene